COC(C(C)(NC(=O)OC(C)(C)C)C1=NC=CC(=C1)Br)=O (4-bromopyridin-2-yl)-2-((tert-butoxycarbonyl)amino)propanoic acid methyl ester